C1N(CC2=CC=CC=C12)CC1=CC(C(=CO1)OCC1CCN(CC1)C(=O)OCC1CC1)=O cyclopropylmethyl 4-(((6-(isoindolin-2-ylmethyl)-4-oxo-4H-pyran-3-yl)oxy)methyl)piperidine-1-carboxylate